1,2-bis[bis(2-ethoxyethyl)phosphino]ethane C(C)OCCP(CCP(CCOCC)CCOCC)CCOCC